4-Chloro-2-methyl-N-((6-(3-oxopiperazin-1-yl)pyridin-3-yl)methyl)nicotinamide ClC1=CC=NC(=C1C(=O)NCC=1C=NC(=CC1)N1CC(NCC1)=O)C